NC1=C2N=CN(C2=NC=N1)C[C@@H](C)OCP(OCCOCCCCCCCCCC1=CC=C(C=C1)C#C[Si](C)(C)C)(O)=O 2-((9-(4-((trimethylsilyl)ethynyl)phenyl)nonyl)oxy)ethyl hydrogen ((((R)-1-(6-amino-9H-purin-9-yl)propan-2-yl)oxy)methyl)phosphonate